S1C(=CC=C1)C(=O)N Thiophene-2-carboxamide